1-({[(1R)-4-(2-{[(1E)-3-(tert-butoxy)-3-oxoprop-1-en-1-yl]oxy}-3,5-difluorophenyl) cyclohex-3-en-1-yl]oxy}methyl)-7-oxo-9-oxa-2,6-diazaspiro[4.5]decane-2-carboxylate C(C)(C)(C)OC(/C=C/OC1=C(C=C(C=C1F)F)C1=CC[C@@H](CC1)OCC1N(CCC12NC(COC2)=O)C(=O)[O-])=O